ClC1=CC=C(C=C1)[C@@H]1[C@@H](C2CCC(C1)N2C)C(=O)OC2=CC=CC=C2 Phenyl (2S,3S)-3-(4-chlorophenyl)-8-methyl-8-azabicyclo[3.2.1]octane-2-carboxylate